tetramethylpyridine CC1=CN=C(C(=C1C)C)C